[Cl-].O1CCN(CC1)C1=CC=2N(C(=N1)OC1CCC(CC1)[NH3+])N=CN2 (1s,4s)-4-((7-morpholino-[1,2,4]triazolo[1,5-c]pyrimidin-5-yl)oxy)cyclohexan-1-aminium chloride